C(#N)C1=CC=C(CNC(=O)C2=NN(C=3C(N(CCC32)CC3(CC3)S(=O)(=O)C(C)(C(C(=C)C)O)C)=O)C)C=C1 N-(4-cyanobenzyl)-6-((1-((3-hydroxy-2,4-dimethylpent-4-en-2-yl)sulfonyl)cyclopropyl)methyl)-1-methyl-7-oxo-4,5,6,7-tetrahydro-1H-pyrazolo[3,4-c]pyridine-3-carboxamide